CC([Ti](C=[SiH2])(NC1CCCCCCCCCCC1)C1(C(=C(C(=C1)C)C)C)C)C dimethylsilylene(tetramethylcyclopentadienyl)(cyclododecylamino)dimethyltitanium